C(=O)O.C[C@H]1OCC[C@H](C1)N1C(=NC=2C=NC=3C=CC(=CC3C21)C(F)(F)F)CC=2N=NSC2 1-[(2R,4R)-2-methyltetrahydro-2H-pyran-4-yl]-2-(1,2,3-thiadiazol-4-ylmethyl)-8-(trifluoromethyl)-1H-imidazo[4,5-c]quinoline, formate salt